strontium thioglycolate diammonium acetate (carbamate) C(N)([O-])=O.C(C)(=O)[O-].[NH4+].[NH4+].C(CS)(=O)[O-].[Sr+]